ClC1=C(C=CC=C1)[C@@H](C=C)NC1=CC=C(C=C1)OC (R)-N-(1-(2-chlorophenyl)allyl)-4-methoxyaniline